n-Butyl-Aniline ethyl-(3S)-2-oxo-spiro[1H-pyrrolo[2,3-b]pyridine-3,6'-5,7-dihydrocyclopenta[b]pyridine]-3'-carboxylate C(C)OC(=O)C=1C=C2C(=NC1)C[C@]1(C2)C(NC2=NC=CC=C21)=O.C(CCC)NC2=CC=CC=C2